CC=1OC=C(N1)C(=O)OCCCN1N=C(C=2C(NCC3(CCOCC3)CC21)=O)CC 3-(3-ethyl-4-oxo-spiro[6,8-dihydro-5H-pyrazolo[4,3-c]azepine-7,4'-tetrahydropyran]-1-yl)propyl 2-methyloxazole-4-carboxylate